3-((2-(2,6-dioxopiperidin-3-yl)-1,3-dioxoisoindolin-4-yl)thio)propionic acid O=C1NC(CCC1N1C(C2=CC=CC(=C2C1=O)SCCC(=O)O)=O)=O